OC1=C(C(C(C(=C1CC=C(C)C)O)(CC=C(C)C)CC=C(C)C)=O)C(CCCC)=O 3,5-dihydroxy-4,6,6-tris(3-methylbut-2-en-1-yl)-2-pentanoylcyclohexa-2,4-dien-1-one